CC(=C[C@H]1C2=C(C[C@@H]3N1C(=O)[C@@H]4CCCN4C3=O)C5=CC=CC=C5N2)C The molecule is an organic heteropentacyclic compound that is a mycotoxic indole alkaloid, consisting of fumitremorgin C lacking the 9-methoxy substituent. It has a role as a mycotoxin. It is an indole alkaloid and an organic heteropentacyclic compound.